C1[C@H](O)[C@@H](O)[C@@H](O)[C@H](O1)CO deoxy-β-D-galactose